BrC(C(=O)NC=1N=NC(=CC1)OC1=CC=C(C=C1)F)C 2-bromo-N-[6-(4-fluorophenoxy)pyridazin-3-yl]propanamide